C1N(CCC2=CC=CC=C12)C[C@H](CN1C(C2=CC=C(C=C2CC1)N1CCC(CC1)NC(C)=O)=O)O N-[1-[2-[(2R)-3-(3,4-Dihydro-1H-isochinolin-2-yl)-2-hydroxy-propyl]-1-oxo-3,4-dihydroisochinolin-6-yl]-4-piperidyl]acetamid